4-{[(2-aminopyridin-4-yl)oxy]Methyl}piperidine-1-carboxylic acid tert-butyl ester C(C)(C)(C)OC(=O)N1CCC(CC1)COC1=CC(=NC=C1)N